CC1(OB(OC1(C)C)C1=CC(=CC=C1)OCC1CCOCC1)C 4,4,5,5-tetramethyl-2-(3-((tetrahydro-2H-pyran-4-yl)methoxy)phenyl)-1,3,2-dioxaborolane